C1(CCCCCC1)C(=O)N1CCC2=CC(=CC=C12)[C@H]1[C@@H](C1)NCC1CCNCC1 Trans-cycloheptyl-(5-(2-(piperidin-4-ylmethylamino)cyclopropyl)indolin-1-yl)methanone